((2-methoxy-4-(methoxycarbonyl)phenyl)amino)propanoic acid COC1=C(C=CC(=C1)C(=O)OC)NC(C(=O)O)C